FC1(CCN(CCC1)C1=C(C(=O)NC=2C=C(C=CC2)S(=O)(C)=NC(OC(C)(C)C)=O)C(=C(C=N1)C=1SC=CC1C)C)F tert-butyl ((3-(2-(4,4-difluoroazepan-1-yl)-4-methyl-5-(3-methylthiophen-2-yl)nicotinamido)phenyl)(methyl)(oxo)-λ6-sulfaneylidene)carbamate